N(=NC(=O)OC(C)C)C(=O)OC(C)C diisopropyl azodi-carboxylate